3-(piperidin-4-yloxy)-2-(trifluoromethyl)pyridine hydrochloride Cl.N1CCC(CC1)OC=1C(=NC=CC1)C(F)(F)F